OCC1=NC2=C(C=CC=C2C=C1)NS(=O)(=O)C1=CC=C(C=C1)C(F)(F)F N-(2-(Hydroxymethyl)quinolin-8-yl)-4-(trifluoromethyl)benzenesulfonamide